ClC1=C(C=CC=C1)C1CC2(C1)NC(N(C2=O)C2=CN(CC1=CC=CC=C21)CCCCCNC(COC2=CC=C(C=C2)C2C(NC(CC2)=O)=O)=O)=O 4-(2-(2-chlorophenyl)-6,8-dioxo-5,7-diazaspiro[3.4]octan-7-yl)-N-(5-(2-(4-(2,6-dioxopiperidin-3-yl)phenoxy)acetamido)pentyl)isoquinoline